CN methyl-ammonia